NC(CO)(CO)CO.FC1=C(COC2=CC=CC(=N2)C2CCN(CC2)CC2=NC3=C(N2C[C@H]2OCC2)C=C(C=C3)C(=O)O)C=CC(=C1)C1COC1 (S)-2-((4-(6-((2-fluoro-4-(oxetan-3-yl)benzyl)oxy)pyridin-2-yl)piperidin-1-yl)methyl)-1-(oxetan-2-ylmethyl)-1H-benzo[d]imidazole-6-carboxylic acid tromethamine salt